ethyl 6-((1H-indazol-5-yl) carbamoyl)-3-cyano-5-methyl-7-(4-(trifluoromethyl) phenyl)-4,7-dihydropyrazolo[1,5-a]pyrimidine-2-carboxylate N1N=CC2=CC(=CC=C12)NC(=O)C1=C(NC=2N(C1C1=CC=C(C=C1)C(F)(F)F)N=C(C2C#N)C(=O)OCC)C